1,3-dichlorodibenzo[b,d]furan ClC1=CC(=CC=2OC3=C(C21)C=CC=C3)Cl